C(=O)(OC(C)(C)C)N1CCN(CC1)N 4-Boc-piperazine-1-amine